C(#N)[C@@]1(CC12CC2)C=2C=C1C=C(N=CC1=CC2)NC(=O)C2CC(C2)OC(F)F (1R,3R)-N-(6-((R)-1-cyanospiro[2.2]pentan-1-yl)isoquinolin-3-yl)-3-(difluoromethoxy)cyclobutane-1-carboxamide